CC1(OCC(O1)COC1=NC=CC(=C1)C1(C(C(=O)N)C=C(C=C1)C(F)(F)F)OC1=C(C=C(C=C1)F)C)C 2-(((2,2-dimethyl-1,3-dioxolan-4-yl)methoxy)pyridin-4-yl)-2-(4-fluoro-2-methylphenoxy)-5-(trifluoromethyl)benzamide